CCCCCCCCCCCCCCCCCCCCCCC[C@H]([C@@H](C(=O)N[C@@H](COP(=O)(O)OC1[C@@H]([C@H](C([C@H]([C@H]1O)O)O)O)O)[C@@H]([C@H](CCCCCCCCCCCCCC)O)O)O)O The molecule is a ceramide phosphoinositol compound having a hexacosanoyl group attached to the ceramide nitrogen, hydroxylation at C-4 of the long-chain base, and hydroxylation at C-2 and C-3 of the very-long-chain fatty acid. It has a role as a Saccharomyces cerevisiae metabolite. It derives from a N-(2,3-dihydroxyhexacosanoyl)-(4S)-hydroxysphinganine. It is a conjugate acid of an Ins-1-P-Cer(t18:0/2,3-OH-26:0)(1-).